NC(C[C@@H](C(=O)OC(C)(C)C)NC(=O)OC(C)(C)C)=S tert-butyl (S)-4-amino-2-((tert-butoxycarbonyl)amino)-4-thioxobutanoate